(1S,2S,4S)-2-(hydroxymethyl)-2-(methoxymethyl)-4-methyl-3-oxoquinuclidine N-oxide OC[C@]1([N+]2(CCC(C1=O)(CC2)C)[O-])COC